naphthalene nitrogen [N].C1=CC=CC2=CC=CC=C12